2,2-difluoro-2-[[(5S,7S)-7-fluoro-5-phenyl-6,7-dihydro-5H-pyrrolo[1,2-b][1,2,4]triazol-2-yl]sulfonyl]acetic acid ethyl ester C(C)OC(C(S(=O)(=O)C=1N=C2N(N1)[C@@H](C[C@@H]2F)C2=CC=CC=C2)(F)F)=O